triazinylpyrrolidone N1=NN=C(C=C1)N1C(CCC1)=O